Methyl 2-((1R,5S,6s)-3-(7,7-difluoro-2-(methylsulfonyl)-6,7-dihydro-5H-cyclopenta[d]pyrimidin-4-yl)-3-azabicyclo[3.1.0]hexan-6-yl)acetate FC1(CCC2=C1N=C(N=C2N2C[C@@H]1C([C@@H]1C2)CC(=O)OC)S(=O)(=O)C)F